OC=1C=C(C=NC1)C1=C(C=CC=C1)CN1CCN(CC1)C1=CC=C(N=N1)C(=O)NS(=O)(=O)CCC(F)(F)F 6-[4-[[2-(5-Hydroxypyridin-3-yl)phenyl]methyl]piperazin-1-yl]-N-(3,3,3-trifluoropropylsulfonyl)pyridazine-3-carboxamide